(R)-2-(5-ethynyl-6-fluoro-4-(8-fluoro-4-(methyl(piperidin-2-ylmethyl)amino)-2-(4-methylpiperazin-1-yl)pyrido[4,3-d]pyrimidin-7-yl)naphthalen-2-yl)-2-methylpropanenitrile C(#C)C1=C2C(=CC(=CC2=CC=C1F)C(C#N)(C)C)C1=C(C=2N=C(N=C(C2C=N1)N(C[C@@H]1NCCCC1)C)N1CCN(CC1)C)F